[Si](C)(C)(C(C)(C)C)OCCC=1B(OC2=C(C1)C=CC=C2)O 3-[2-[tert-butyl(dimethyl)silyl]oxyethyl]-2-hydroxy-1,2-benzoxaborinin